N1N=CC=2C(=CC=CC12)O Indazol-4-ol